7-(3-fluorobenzyl)-4-benzyl-6,7,8,9-tetrahydroimidazo[1,2-a]pyrido[3,4-e]pyrimidin-5(4H)-one FC=1C=C(CN2CC=3C(N(C=4N(C3CC2)C=CN4)CC4=CC=CC=C4)=O)C=CC1